2-(2-ethoxy-5-ethyl-phenyl)tetrahydrofuran-2-carboxylic acid C(C)OC1=C(C=C(C=C1)CC)C1(OCCC1)C(=O)O